2-oxo-1-pentyl-1,2-dihydropyridine-4-carbaldehyde O=C1N(C=CC(=C1)C=O)CCCCC